5-((S)-2,2-dimethyltetrahydro-2H-pyran-4-yl)-N-methyl-1-((1S,2S)-2-methyl-1-(5-carbonyl-4,5-dihydro-1,2,4-oxadiazol-3-yl)cyclopropyl)-N-phenyl-1H-pyrrolo[2,3-c]pyridine-2-carboxamide CC1(OCC[C@@H](C1)C=1C=C2C(=CN1)N(C(=C2)C(=O)N(C2=CC=CC=C2)C)[C@@]2([C@H](C2)C)C2=NOC(N2)=C=O)C